acetic Acid t-Butyl Ester C(C)(C)(C)OC(C)=O